BrC1=CC=C(C=C1)C1=C(C(NC(N1)=S)=O)C#N 6-(4-bromophenyl)-5-cyano-2-thiouracil